O[C@]1(CCN(CC12CCCC2)C([C@@H](CC(F)(F)F)CO)=O)CN2C=C(C(=CC2=O)C2=CC=CC=C2)C(=O)N(C)C 1-(((S)-10-Hydroxy-7-((S)-4,4,4-trifluoro-2-(hydroxymethyl)butanoyl)-7-azaspiro[4.5]decan-10-yl)methyl)-N,N-dimethyl-6-oxo-4-phenyl-1,6-dihydropyridin-3-carboxamid